ClC=1C=C(C=CC1)N1C=C(C2=C1N=CN=C2N2C[C@H](N(CC2)C(=O)OC(C)(C)C)C)N2[C@H](CCC2)CO tert-butyl (R)-4-(7-(3-chlorophenyl)-5-((R)-2-(hydroxymethyl) pyrrolidin-1-yl)-7H-pyrrolo[2,3-d]pyrimidin-4-yl)-2-methylpiperazine-1-carboxylate